CC=1C=C2C=C(NC2=CC1C(=O)NC1(CC1)C1=CC=CC2=CC=CC=C12)C1=CC=CC=C1 5-Methyl-N-(1-(naphthalen-1-yl)cyclopropyl)-2-phenyl-1H-indole-6-carboxamide